difluoro-3,4-dihydro-2H-1-benzopyran-2-ol FC1C(OC2=C(C1)C=CC=C2)(O)F